ClC1=CC2=C(NC(=N2)CC#N)C(=C1)Cl 2-(5,7-dichloro-1H-benzo[d]imidazol-2-yl)acetonitrile